C(C1=CC=CC=C1)OC1C[C@@H]2CC(C[C@H](C1)N2C(=O)OCC2=CC=CC=C2)F benzyl (1r,3r,5s,7s)-3-(benzyloxy)-7-fluoro-9-azabicyclo[3.3.1]nonane-9-carboxylate